3-hydroxy-2-[7-(cis-3-hydroxy-3-methylcyclobutyl)-5-methyl-7H-pyrrolo[2,3-c]pyridazin-3-yl]-5-(trifluoromethyl)benzonitrile OC=1C(=C(C#N)C=C(C1)C(F)(F)F)C1=CC2=C(N=N1)N(C=C2C)C2CC(C2)(C)O